(ethyl)(imino)-λ6-sulfanone C(C)S(=O)=N